6-chloro-2',3',4',5',6'-pentafluoro-[1,1'-biphenyl]-3-amine ClC1=CC=C(C=C1C1=C(C(=C(C(=C1F)F)F)F)F)N